caprylyl acetate C(C)(=O)OC(CCCCCCC)=O